ClC=1C=C(C#N)C=C(C1)OC1=C(N=CN(C1=O)CC1=C(N=NC(=C1)C(F)F)OC)C(F)(F)F 3-chloro-5-((1-((6-(difluoromethyl)-3-methoxypyridazin-4-yl)methyl)-6-oxo-4-(trifluoromethyl)-1,6-dihydropyrimidin-5-yl)oxy)benzonitrile